6-chloro-N-(4-cyano-2-fluorophenyl)-1H-pyrrolo[2,3-b]pyridine-3-sulfonamide ClC1=CC=C2C(=N1)NC=C2S(=O)(=O)NC2=C(C=C(C=C2)C#N)F